ethyl-1-cyclopentyl-5-(2-fluoro-6-methoxyphenyl)-1H-pyrazole C(C)C1=NN(C(=C1)C1=C(C=CC=C1OC)F)C1CCCC1